S(=O)(=O)([O-])C1=CC=C(C)C=C1.C(CCCCCCCCC)[N+]1=C(C(C=2C3=C(C=CC12)C=CC=C3)(C)C)C 3-decyl-1,1,2-trimethyl-1H-benzo[e]-indol-3-ium tosylate